ClC1=C(C=CC(=C1)OC(F)(F)F)[C@H]1[C@@H](O[C@@](C1)(C(F)(F)F)C)C(=O)NC=1C=NC(=CC1)[C@H]1OC(OC1)(C)C |o1:12,13,15| rel-(2R,3s,5s)-3-(2-chloro-4-(trifluoromethoxy)phenyl)-N-(6-((R)-2,2-dimethyl-1,3-dioxolan-4-yl)pyridin-3-yl)-5-methyl-5-(trifluoromethyl)tetrahydrofuran-2-carboxamide